ClC=1N(C2=CC(=CC=C2C1SC=1C=C(C(=O)O)C=CC1)Cl)C=1C=NN(C1)C 3-((2,6-dichloro-1-(1-methyl-1H-pyrazol-4-yl)-1H-indol-3-yl)thio)benzoic acid